1-(3-chlorophenyl)-2-((5-(4-ethylphenyl)-4H-1,2,4-triazol-3-yl)thio)propan-1-on ClC=1C=C(C=CC1)C(C(C)SC1=NN=C(N1)C1=CC=C(C=C1)CC)=O